CN1CC(OCCC1)CN1CCCCC1 1-[(4-methyl-1,4-oxazepan-2-yl)methyl]piperidin